4-benzyl-1-((5-(4-fluorophenyl)-4H-1,2,4-triazol-3-yl)methyl)piperidine NIOBIUM-ALUMINUM [Al].[Nb].C(C1=CC=CC=C1)C1CCN(CC1)CC1=NN=C(N1)C1=CC=C(C=C1)F